N-(2-chloro-3-(3'-chloro-6-methoxy-5-((7-oxo-2,6-diazaspiro[3.4]octan-2-yl)methyl)-[2,4'-bipyridin]-2'-yl)phenyl)-1,3-dimethyl-2,4-dioxo-1,2,3,4-tetrahydropyrimidine-5-carboxamide ClC1=C(C=CC=C1C1=NC=CC(=C1Cl)C1=NC(=C(C=C1)CN1CC2(C1)CNC(C2)=O)OC)NC(=O)C=2C(N(C(N(C2)C)=O)C)=O